N1N=C(C=C1)C(=O)N1N=C(C=C1)C(=O)Cl 1-(1H-pyrazole-3-carbonyl)-1H-pyrazole-3-carbonyl chloride